2-((6-oxo-6H-benzo[c]benzopyran-3-yl)oxy)-N-(pyrazin-2-ylmethyl)acetamide ethyl-1-(3-methylazetidin-3-yl)-4-oxo-1,4-dihydro-quinoline-3-carboxylate C(C)OC(=O)C1=CN(C2=CC=CC=C2C1=O)C1(CNC1)C.O=C1OC2=C(C3=C1C=CC=C3)C=CC(=C2)OCC(=O)NCC2=NC=CN=C2